BrC1=CC=C2C=CC=3N(C2=C1)C(C(C3S(=O)(=O)C3=CC=C(C)C=C3)=O)(C)C 8-bromo-1,1-dimethyl-3-tosylpyrrolo[1,2-a]quinolin-2(1H)-one